2-phenylethyl acrylate (2-phenylethyl acrylate) C1(=CC=CC=C1)CCC(C(=O)O)=C.C(C=C)(=O)OCCC1=CC=CC=C1